C1(=CC=CC=C1)CC(=O)O[C@@H]1[C@H](O[C@]([C@@H]1O)(C1=CC=C2C(=NC=NN21)NC(=O)OCCCCC)C#N)CO[Si](C2=CC=CC=C2)(C2=CC=CC=C2)C(C)(C)C (2R,3S,4R,5R)-2-(((tert-butyldiphenylsilyl)oxy)methyl)-5-cyano-4-hydroxy-5-(4-(((pentyloxy)carbonyl)amino)pyrrolo[2,1-f][1,2,4]triazin-7-yl)tetrahydrofuran-3-yl 2-phenylacetate